(Z)-1-((2-buten-3-yl) oxy)-1-oxoeicosan-10-yl-1-methylpiperidine-4-carboxylate C\C=C(\C)/OC(CCCCCCCCC(CCCCCCCCCC)OC(=O)C1CCN(CC1)C)=O